3-((11-(bicyclo[2.2.1]heptan-2-yldimethylsilyl)undec-10-yn-1-yl)oxy)propyl hydrogen ((((R)-1-(6-amino-9H-purin-9-yl)propan-2-yl)oxy)methyl)phosphonate NC1=C2N=CN(C2=NC=N1)C[C@@H](C)OCP(OCCCOCCCCCCCCCC#C[Si](C)(C)C1C2CCC(C1)C2)(O)=O